CN(C)NC1CCCCC1 dimethylaminocyclohexylamine